C1N(CCC2=CC=CC=C12)C[C@H](CNC(=O)C=1N=C2N(CC(CC2)C(F)(F)F)C1)O N-((S)-3-(3,4-dihydroisoquinolin-2(1H)-yl)-2-hydroxypropyl)-6-(trifluoromethyl)-5,6,7,8-tetrahydroimidazo[1,2-a]pyridine-2-carboxamide